2,4-diethyl-2,4-dimethylthioxanthone C(C)C1(CC=2C(C3=CC=CC=C3SC2C(C1)(C)CC)=O)C